(S)-1-(5-(2,3-dichlorophenyl)pyrazin-2-yl)-4'H,6'H-spiro[piperidin-4,5'-pyrrolo[1,2-b]pyrazol]-4'-amine ClC1=C(C=CC=C1Cl)C=1N=CC(=NC1)N1CCC2([C@@H](C=3N(N=CC3)C2)N)CC1